(2R,3R)-N-(2-amino-3-fluoro-4-((4-hydroxybenzyl)amino)phenyl)-2,3-difluorooctanamide NC1=C(C=CC(=C1F)NCC1=CC=C(C=C1)O)NC([C@H]([C@@H](CCCCC)F)F)=O